N1CCC(CC1)N1N=CC(=C1)C=1C=C(C(=NC1)N)C=1OC(=NN1)C1=NC=CC=C1 5-(1-(piperidin-4-yl)-1H-pyrazol-4-yl)-3-(5-(pyridin-2-yl)-1,3,4-oxadiazol-2-yl)pyridin-2-amine